7-chloro-6-(6-methoxy-1H-imidazo[4,5-b]pyridin-2-yl)-2-methyl-2H-pyrazolo[4,3-b]pyridin-5(4H)-one ClC=1C=2C(NC(C1C=1NC=3C(=NC=C(C3)OC)N1)=O)=CN(N2)C